4-((4-(3-(4-chloro-3-(trifluoromethyl)phenyl)ureido)cyclohexyl)oxy)-N-methylpicolinamide ClC1=C(C=C(C=C1)NC(NC1CCC(CC1)OC1=CC(=NC=C1)C(=O)NC)=O)C(F)(F)F